5-[(2-Fluorophenoxypropylthio)methyl]oxazol-2(3H)-one FC1=C(OCCCSCC2=CNC(O2)=O)C=CC=C1